para-bromobenzoyl-hydrazine BrC1=CC=C(C(=O)NN)C=C1